O1C(=CC=C1)C1=NC=NC=C1 4-(furan-2-yl)pyrimidin